N-ethyl-3-amino-2-methylpropyldiethoxysilane C(C)NCC(C[SiH](OCC)OCC)C